5-((5-methyl-4-((1-phenylethyl)amino)pyrimidin-2-yl)amino)benzo-[c][1,2]oxaborol-1(3H)-ol CC=1C(=NC(=NC1)NC1=CC2=C(B(OC2)O)C=C1)NC(C)C1=CC=CC=C1